C(C)(=O)N1CCC(CC1)NC1=CC(=NC(=N1)C1=CC=CC=2N=COC21)C(=O)O 6-((1-acetylpiperidin-4-yl)amino)-2-(benzo[d]oxazol-7-yl)pyrimidine-4-carboxylic acid